5-((1S,4R,5R)-5-((5-cyclopropyl-3-(2,6-dichlorophenyl)isoxazol-4-yl)methoxy)-3-oxo-2-azabicyclo[2.2.1]heptan-2-yl)-3-fluoro-N-(((1R,2R)-2-hydroxycyclopentyl)sulfonyl)picolinamide C1(CC1)C1=C(C(=NO1)C1=C(C=CC=C1Cl)Cl)CO[C@H]1[C@@H]2C(N([C@H](C1)C2)C=2C=C(C(=NC2)C(=O)NS(=O)(=O)[C@H]2[C@@H](CCC2)O)F)=O